C(CCCCCCCCCCC)NC(=O)N(C)C N-dodecyl-N',N'-dimethylurea